(6-methoxy-3-(2H-1,2,3-triazol-2-yl)pyridin-2-yl)(methyl)carbamic acid tert-butyl ester C(C)(C)(C)OC(N(C)C1=NC(=CC=C1N1N=CC=N1)OC)=O